(1E,1'E)-N,N'-(diselanediylbis(4,1-phenylene))bis(1-(4-(4-ethoxyphenoxy)phenyl)methanimine) [Se]([Se]C1=CC=C(C=C1)/N=C/C1=CC=C(C=C1)OC1=CC=C(C=C1)OCC)C1=CC=C(C=C1)/N=C/C1=CC=C(C=C1)OC1=CC=C(C=C1)OCC